C1(=CC(=CC=C1)C1=CN=C2C(=N1)NN=C2)C 6-(m-tolyl)pyrazolo[3,4-b]pyrazin